6-(4-Amino-2,6-dichlorophenoxy)isoquinolin-1(2H)-one NC1=CC(=C(OC=2C=C3C=CNC(C3=CC2)=O)C(=C1)Cl)Cl